(R)-5-(7-(2,4-dimethoxybenzyl)-8-methyl-5,6,7,8-tetrahydro-[1,2,4]triazolo[4,3-a]pyrazin-3-yl)-N,N-di(methyl-d3)-1,2,4-thiadiazol-3-amine COC1=C(CN2[C@@H](C=3N(CC2)C(=NN3)C3=NC(=NS3)N(C([2H])([2H])[2H])C([2H])([2H])[2H])C)C=CC(=C1)OC